ClC1=CC=C(C=C1)S(=O)(=O)[C@@H]1[C@@](CN(C1)S(=O)(=O)C1=C(C=C(C#N)C=C1)C(F)(F)F)(CO)O 4-(((3R,4S)-4-((4-chloro-phenyl)sulfonyl)-3-hydroxy-3-(hydroxymethyl)pyrrolidin-1-yl)sulfonyl)-3-(trifluoromethyl)benzonitrile